ETHYL (3-BORONOBENZOYLAMINO)ACETATE B(O)(O)C=1C=C(C(=O)NCC(=O)OCC)C=CC1